Tetrahexylammonium bisulfate S([O-])(O)(=O)=O.C(CCCCC)[N+](CCCCCC)(CCCCCC)CCCCCC